NC=1C(=C(C=CC1)S(=O)(=O)NC=1SC(=C(N1)C1=C(C=CC=C1)C(F)(F)F)C1=CC(=CC=C1)[C@H]1C[C@@H](CC1)OC(F)(F)F)F 3-amino-2-fluoro-N-(5-(3-((1R,3R)-3-(trifluoromethoxy)cyclopentyl)phenyl)-4-(2-(trifluoromethyl)phenyl)thiazol-2-yl)benzenesulfonamide